ClC1=C(C(=O)N2CCN(CC2)C(=O)NC2C[N+](CC2O)(C)C)C=CC(=C1)NC(=O)C=1N(C(=CN1)C1=C(C(=C(C=C1)OC)F)F)C 4-[2-chloro-4-[[5-(2,3-difluoro-4-methoxy-phenyl)-1-methyl-imidazole-2-carbonyl]amino]benzoyl]-N-(4-hydroxy-1,1-dimethyl-pyrrolidin-1-ium-3-yl)piperazine-1-carboxamide